C(C)(C)(C)OC(NC1=C(C(=C(C=C1)Cl)Cl)C(C1=C(C=CC(=C1)OC)F)=O)=O (3,4-dichloro-2-(2-fluoro-5-methoxybenzoyl)phenyl)carbamic acid tert-butyl ester